FC1=C(C=CC(=C1)F)S1CC(CN2C(N=C(C3=CC(=CC1=C23)C(F)(F)F)N2[C@H](CNCC2)C)=O)OC 1-(2,4-difluorophenyl)-3-methoxy-8-((s)-2-methylpiperazin-1-yl)-10-(trifluoromethyl)-3,4-dihydro-2H,6H-[1,4]thiazepino[2,3,4-ij]quinazolin-6-one